oxophosphorus trichloride O=P(Cl)(Cl)Cl